6-(2-((3aS,5S,6aR)-5-(2-fluorophenoxy)-3a-hydroxycyclopenta[c]pyrrol-2(1H)-yl)acetyl)-3,4-dihydroquinolin-2(1H)-one FC1=C(OC2=C[C@@]3(C(CN(C3)CC(=O)C=3C=C4CCC(NC4=CC3)=O)=C2)O)C=CC=C1